CN1C(=NC2=C1C=C(C(=C2)C2=CC(=NC=C2)C)[N+](=O)[O-])C 1,2-Dimethyl-5-(2-methyl-4-pyridinyl)-6-nitro-benzimidazole